1-cyano-1-(3-methylphenyl)-2-methyl-1,2,3,4-tetrahydroisoquinoline C(#N)C1(N(CCC2=CC=CC=C12)C)C1=CC(=CC=C1)C